C(C)OC1=C2C(=CC(=C1)O2)OCC 2,6-diethoxy-1,4-phenylene ether